ClC1=C(C=C(C=2C3=C(NC12)CCNC(C3)=O)C(=O)NC(C)=NO)Cl 7,8-Dichloro-N-(1-(hydroxyimino)ethyl)-2-oxo-1,2,3,4,5,6-hexahydroazepino[4,5-b]indole-10-carboxamide